((4-chlorobenzyl)amino)-1-ethylbenzo[cd]indol-2(1H)-one ClC1=CC=C(CNC2=CC=C3C4=C2C(N(C4=CC=C3)CC)=O)C=C1